C1(=CC=CC2=CC=CC=C12)C12C=CC(CC1)C2 naphthyl-norbornene